BrC=1C=C(C=2C(=NN(N2)C2CCN(CC2)C)C1)F 6-bromo-4-fluoro-2-(1-methyl-4-piperidyl)benzotriazole